(E)-1-tert-butyl 2-isopropyl diazene-1,2-dicarboxylate N(=N\C(=O)OC(C)C)/C(=O)OC(C)(C)C